(3S,4S,5S,6R)-4,5,6-tris(phenoxy)-3-[(phenoxy)methyl]-2,2-dichloro-3-hydroxycyclohexan-1-one O(C1=CC=CC=C1)[C@@H]1[C@@](C(C([C@@H]([C@H]1OC1=CC=CC=C1)OC1=CC=CC=C1)=O)(Cl)Cl)(O)COC1=CC=CC=C1